(2-(chloromethyl)imidazo[1,2-a]pyridin-6-yl)methanol ClCC=1N=C2N(C=C(C=C2)CO)C1